ClC=1C(=C(C(=O)O)C(=CC1)[N+](=O)[O-])[N+](=O)[O-] 3-chloro-2,6-dinitrobenzoic acid